ClC=1C=C(C(=O)C2C3(N(CC2C2=CC(=C(C=C2)O)O)C)C(NC2=CC=CC=C23)=O)C=CC1 (3-chlorobenzoyl)-4'-(3,4-dihydroxyphenyl)-1'-methylspiro[indoline-3,2'-pyrrolidin]-2-one